N'-benzylidene-benzohydrazide C(C1=CC=CC=C1)=NNC(C1=CC=CC=C1)=O